2,2,3,3,4,4,5,5,6,6,7,7,7-tridecafluoro-N-(3-hydroxyheptyl)heptanamide FC(C(=O)NCCC(CCCC)O)(C(C(C(C(C(F)(F)F)(F)F)(F)F)(F)F)(F)F)F